ClC1=CC=C(C=C1)S(=O)(=O)NC1=C(C(=O)NC=2SC=C(N2)C2=C(C=CC(=C2)OC)OC)C=CC=C1 2-[[(4-chlorophenyl)sulfonyl]amino]-N-[4-(2,5-dimethoxyphenyl)-2-thiazolyl]-benzamide